5-(2-chloro-5-(isobutyramidomethyl)benzamido)-1-ethyl-N-(2-fluoro-4-(trifluoromethyl)phenyl)-1H-indole-2-carboxamide ClC1=C(C(=O)NC=2C=C3C=C(N(C3=CC2)CC)C(=O)NC2=C(C=C(C=C2)C(F)(F)F)F)C=C(C=C1)CNC(C(C)C)=O